CC(C)CC1=CSC=C1 (E)-2-methyl-3-(thien-3-yl)propane